tert-butyl (R)-2-methyl-4-(8-((3-methyl-4-((1-methyl-1H-benzo[d]imidazol-5-yl)methyl)phenyl)amino)pyrimido[5,4-d]pyrimidin-2-yl)piperazine-1-carboxylate C[C@H]1N(CCN(C1)C=1N=CC2=C(N1)C(=NC=N2)NC2=CC(=C(C=C2)CC2=CC1=C(N(C=N1)C)C=C2)C)C(=O)OC(C)(C)C